2,5-diisocyanato-1,4-dithiane N(=C=O)C1SCC(SC1)N=C=O